1-chloro-4-(β-D-glucopyranose-1-yl)-2-[4-((S)-tetrahydrofuran-3-yloxy)-benzyl]-benzene ClC1=C(C=C(C=C1)[C@]1(O)[C@H](O)[C@@H](O)[C@H](O)[C@H](O1)CO)CC1=CC=C(C=C1)O[C@@H]1COCC1